BrCC(=O)C1=CC=C(C=C1)F alpha-bromo-p-fluoroacetophenone